methyl (2R,4R,5R)-5-(3-((tert-butoxycarbonyl) amino) propyl)-2-(tert-butyl)-3-formyl-1,3-selenazolidine-4-carboxylate C(C)(C)(C)OC(=O)NCCC[C@@H]1[C@H](N([C@H]([Se]1)C(C)(C)C)C=O)C(=O)OC